silacyclobutylidenebis[2-(5-methyl-2-furyl)-4-(4-tert-butylphenyl)-5,6-dimethyl-1-indenyl]zirconium dichloride [Cl-].[Cl-].[Si]1(CCC1)=[Zr+2](C1C(=CC2=C(C(=C(C=C12)C)C)C1=CC=C(C=C1)C(C)(C)C)C=1OC(=CC1)C)C1C(=CC2=C(C(=C(C=C12)C)C)C1=CC=C(C=C1)C(C)(C)C)C=1OC(=CC1)C